(1S)-1-[(1R,5S,8S)-3-benzyl-3-azabicyclo[3.2.1]oct-8-yl]ethan-1-amine C(C1=CC=CC=C1)N1C[C@@H]2CC[C@H](C1)C2[C@H](C)N